NC1=C(C(=NN1C1CCC1)C)C#N 5-amino-1-cyclobutyl-3-methyl-1H-pyrazole-4-carbonitrile